N'-acetyl-4-amino-N-(2-fluoro-4-(2-(trifluoromethyl)thiazol-5-yl)benzyl)-N',1-dimethyl-1H-pyrazolo[4,3-c]quinoline-8-carbohydrazide C(C)(=O)N(N(C(=O)C1=CC=2C3=C(C(=NC2C=C1)N)C=NN3C)CC3=C(C=C(C=C3)C3=CN=C(S3)C(F)(F)F)F)C